CC1=CC=C(C(C(F)(F)F)(C(F)(F)F)CO)C=C1 4-methyl-α,α-bis(trifluoromethyl)benzylmethanol